(S)-2-amino-3-(4'-(2-hydroxyacetamido)-[1,1'-biphenyl]-4-yl)propanoic acid N[C@H](C(=O)O)CC1=CC=C(C=C1)C1=CC=C(C=C1)NC(CO)=O